N-(4-(2-(dimethylamino)ethoxy)phenyl)-4-(3-phenylisooxazolidin-2-yl)-5-(trifluoromethyl)pyrimidin-2-amine CN(CCOC1=CC=C(C=C1)NC1=NC=C(C(=N1)N1OCCC1C1=CC=CC=C1)C(F)(F)F)C